3-(dibenzylamino)propan-1-ol C(C1=CC=CC=C1)N(CCCO)CC1=CC=CC=C1